2'-Chloro-5'-methoxy-6-methyl-N-(5-(4-methyl-6-(trifluoro-methoxy)nicotinoyl)-5,6-dihydro-4H-pyrrolo[3,4-d]thiazol-2-yl)-[4,4'-bipyridine]-3-carboxamide ClC1=NC=C(C(=C1)C1=C(C=NC(=C1)C)C(=O)NC=1SC2=C(N1)CN(C2)C(C2=CN=C(C=C2C)OC(F)(F)F)=O)OC